CN(C1=CC=C(C=C1)P(C1=CC=C(C=C1)N(C)C)C1=CC=C(C=C1)N(C)C)C tri(4-dimethylaminophenyl)phosphine